2-(((dodecylthio)thiocarbonyl)thio)-2-methylpropionic acid 2-hydroxyethyl ester OCCOC(C(C)(C)SC(=S)SCCCCCCCCCCCC)=O